N-(2-dimethylamino-ethyl)-N-methyl-benzene-1,4-diamine CN(CCN(C1=CC=C(C=C1)N)C)C